(2S)-2-[[2-methyl-5-(trifluoromethyl)pyrazole-3-carbonyl]amino]propanoate CN1N=C(C=C1C(=O)N[C@H](C(=O)[O-])C)C(F)(F)F